1-(ethylsulfonyl)-6-methoxy-1,2,3,4-tetrahydroquinoxaline C(C)S(=O)(=O)N1CCNC2=CC(=CC=C12)OC